(1r,2'S,4S)-4-(3-chloroanilino)-2'-[(2R)-2-methyl-3-{[(5S)-5-(trifluoromethyl)-5,6,7,8-tetrahydroquinolin-4-yl]oxy}propyl]-2',3'-dihydrospiro[cyclohexane-1,1'-indene]-4-carboxylic acid ClC=1C=C(NC2(CCC3([C@H](CC4=CC=CC=C34)C[C@H](COC3=CC=NC=4CCC[C@@H](C34)C(F)(F)F)C)CC2)C(=O)O)C=CC1